C1(CCC1)[C@]1(C(N(CC1)C=1C=2N(N=CC1)C=C(C2)C=2C=NN(C2)C)=O)C#N (S)-3-cyclobutyl-1-(6-(1-methyl-1H-pyrazol-4-yl)pyrrolo[1,2-b]pyridazin-4-yl)-2-oxopyrrolidine-3-carbonitrile